(R)-1-(5-(6-chloro-5-methoxy-1-methyl-3-(1H-pyrazol-4-yl)-1H-pyrrolo[3,2-b]pyridin-2-yl)-1H-1,2,4-triazol-3-yl)-2-meth-oxy-N,N-dimethylethan-1-amine ClC=1C=C2C(=NC1OC)C(=C(N2C)C2=NC(=NN2)[C@H](COC)N(C)C)C=2C=NNC2